FC1=CC=C(C=C1)C1=C(N=C(S1)C)C(=O)N1[C@H]2C(CC(C1)C2)OC2=NC=C(C=C2)C(F)(F)F |r| (R/S)-(5-(4-fluorophenyl)-2-methylthiazol-4-yl)(6-((5-(trifluoromethyl)pyridin-2-yl)oxy)-2-azabicyclo[2.2.1]hept-2-yl)methanone